N-(4-Cyanobenzyl)-1-methyl-6-((1-(N-(3-methylpyridin-2-yl)sulfamoyl)cyclopropyl)methyl)-7-oxo-4,5,6,7-tetrahydro-1H-pyrazolo[3,4-c]pyridine-3-carboxamide C(#N)C1=CC=C(CNC(=O)C2=NN(C=3C(N(CCC32)CC3(CC3)S(NC3=NC=CC=C3C)(=O)=O)=O)C)C=C1